C1(CCCCC1)[C@@H](C)C1=C(C=CC2=C1NC(=NS2(=O)=O)NCC2=CC(=CC=C2)F)F (R)-5-(1-cyclohexylethyl)-6-fluoro-3-((3-fluorobenzyl)amino)-4H-benzo[e][1,2,4]thiadiazine 1,1-dioxide